CC1=NC=NC=C1C(=O)NC(CCC(C(=O)N)=O)C(=O)N 5-(4-methylpyrimidine-5-carboxamido)-2-oxohexanediamide